(E)-1-(2,4-dihydroxy-6-methoxy-3-(3-methylbut-2-en-1-yl)phenyl)-3-(quinolin-8-yl)prop-2-en-1-one OC1=C(C(=CC(=C1CC=C(C)C)O)OC)C(\C=C\C=1C=CC=C2C=CC=NC12)=O